4-(r-azidosalicylamido)butylamine N(=[N+]=[N-])OC=1C(C(=O)NCCCCN)=CC=CC1